ClC=1C=CC2=C(N(C(=N2)C=2C(=NC=NC2)CC)C2CC2)C1 6-Chloro-1-cyclopropyl-2-(4-ethylpyrimidin-5-yl)-1H-benzo[d]imidazol